O=C1NC(CCC1N1C(C2=CC=CC(=C2C1=O)SCCC(=O)O)=O)=O 3-((2-(2,6-dioxopiperidine-3-yl)-1,3-dioxoisoindoline-4-yl)thio)propionic acid